4-(4-(1-aminoethyl)-8-fluoroquinolin-6-yl)-5-fluoro-N-(5-(pyrrolidin-3-yl)pyridin-2-yl)pyrimidin-2-amine NC(C)C1=CC=NC2=C(C=C(C=C12)C1=NC(=NC=C1F)NC1=NC=C(C=C1)C1CNCC1)F